ClC=1C=C(C=C(C1OC1=CNC(C(=C1)N(C)C)=O)Cl)N1N=C(C(NC1=O)=O)C(=O)O 2-(3,5-dichloro-4-((5-(dimethylamino)-6-oxo-1,6-dihydropyridin-3-yl)oxy)phenyl)-3,5-dioxo-2,3,4,5-tetrahydro-1,2,4-triazine-6-carboxylic acid